ClC1=NC=C(C(=N1)Cl)CN1C[C@@H](OCC1)C (S)-4-((2,4-dichloropyrimidin-5-yl)methyl)-2-methylmorpholine